FC([C@](C(=O)N[C@H]1[C@H]2CC[C@@H]([C@@H]1C(C)C)C2)(C2=CC=CC=C2)OC)(F)F (R)-3,3,3-trifluoro-N-((1S,2S,3S,4R)-3-isopropylbicyclo[2.2.1]heptan-2-yl)-2-methoxy-2-phenylpropanamide